C1(=C(C=CC=C1)C1=CC=C2CCCC(C2=C1)NC(O[C@@H]1CN2CCC1CC2)=O)C (S)-quinuclidin-3-yl (7-(o-tolyl)-1,2,3,4-tetrahydronaphthalen-1-yl)carbamate